1,3-dimethyl 2-(2,6-dichloropyridin-4-yl)-2-(prop-2-en-1-yl)propanedioate ClC1=NC(=CC(=C1)C(C(=O)OC)(C(=O)OC)CC=C)Cl